1-[7-(3-chloro-1-isopropyl-1H-indazol-5-ylmethoxy)-2H-chromen-3-ylmethyl]-azetidine-3-carboxylic acid ClC1=NN(C2=CC=C(C=C12)COC1=CC=C2C=C(COC2=C1)CN1CC(C1)C(=O)O)C(C)C